[2-(dimethylamino)ethyl]-N,N-dimethylethylenediamine CN(CCNCCN(C)C)C